ClC1=C2CC[C@@]3(CCC=4C(=NC(=NC4C3)SC)Cl)C2=CC=C1 (S)-4,4'-dichloro-2'-(methylsulfanyl)-2,3,5',8'-tetrahydro-6'H-spiro[indene-1,7'-quinazoline]